O.N[C@@H](CS)C(=O)O.[NH4+] ammonium cysteine monohydrate